N-(4,5-Dimethylisoxazol-3-yl)-2'-(isopropoxymethyl)-[1,1'-biphenyl]-2-sulfonamide CC=1C(=NOC1C)NS(=O)(=O)C=1C(=CC=CC1)C1=C(C=CC=C1)COC(C)C